C[C@@]12C=CC3=C([C@H]1CC[C@]45[C@H]2CC[C@H](C4)[C@](C5)(CO)O)C=CO3 The molecule is a diterpenoid with formula C20H26O3, isolated from the beans of Coffea arabica. It exhibits antioxidant, anti-inflammatory, anti-angiogenesis and anti-proliferative properties. It has a role as an angiogenesis inhibitor, an apoptosis inducer, an antioxidant, an anti-inflammatory agent, an antineoplastic agent and a plant metabolite. It is a diterpenoid, a member of furans, an organic heteropentacyclic compound, a tertiary alcohol and a primary alcohol.